2-(3-((4-(2-(2-aminopyridin-3-yl)-5-phenyl-3H-imidazo[4,5-b]pyridin-3-yl)-2-fluorophenyl)carbamoyl)phenyl)acetic acid NC1=NC=CC=C1C1=NC=2C(=NC(=CC2)C2=CC=CC=C2)N1C1=CC(=C(C=C1)NC(=O)C=1C=C(C=CC1)CC(=O)O)F